1-[4-(2,4,6-trimethylphenylthio)phenyl]-octan-1-one-2-one oxime CC1=C(C(=CC(=C1)C)C)SC1=CC=C(C=C1)C(C(CCCCCC)=O)=NO